NC=1C(=NC=CC1NC1=CC=C(C=C1)N1CCN(CC1)C(=O)OC(C)(C)C)N(CC1=CC=C(C=C1)OC)CC1=CC=C(C=C1)OC tert-butyl 4-(4-((3-amino-2-(bis(4-methoxybenzyl)amino)pyridin-4-yl)amino)phenyl)piperazine-1-carboxylate